N'-[3,5-bis(trifluoromethyl)phenyl]thiourea FC(C=1C=C(C=C(C1)C(F)(F)F)NC(N)=S)(F)F